2-(4-hydroxyphenyl)-N-methyl-2-oxazolinium trifluoromethanesulfonate FC(S(=O)(=O)[O-])(F)F.OC1=CC=C(C=C1)C=1OCC[N+]1C